CC1=C(C(=C(C(=C1C(=O)O)I)C(=O)O)C)C(C)(C)C dimethyl-5-(tertiary butyl)-2-iodoisophthalic acid